titanium tetrakis(2,2,6,6-tetramethylheptane-3,5-dione) CC(C)(C(CC(C(C)(C)C)=O)=O)C.CC(C)(C(CC(C(C)(C)C)=O)=O)C.CC(C)(C(CC(C(C)(C)C)=O)=O)C.CC(C)(C(CC(C(C)(C)C)=O)=O)C.[Ti]